4-(5-Methoxy-8,9,10,11-tetrahydro-3H-pyrazolo[4,3-a]phenanthridin-7-yl)-N-((tetrahydro-2H-pyran-2-yl)oxy)benzamide COC=1C=C2C(=C3C=4CCCCC4C(=NC13)C1=CC=C(C(=O)NOC3OCCCC3)C=C1)C=NN2